1-[4-(2-methoxyphenyl)thiazol-2-yl]-3-methyl-1H-pyrazol-5-ol COC1=C(C=CC=C1)C=1N=C(SC1)N1N=C(C=C1O)C